CON[C@H](CC1=C(C=C(C=C1Cl)Cl)Cl)C (2S)-N-methoxy-1-(2,4,6-trichlorophenyl)propane-2-amine